7-amino-2-[2-(2-fluoropyridin-4-yl)prop-2-en-1-yl]-4-[3-(thiophen-2-yl)-1H-indazol-5-yl]-2,3-dihydro-1H-isoindol-1-one NC=1C=CC(=C2CN(C(C12)=O)CC(=C)C1=CC(=NC=C1)F)C=1C=C2C(=NNC2=CC1)C=1SC=CC1